COC1=C(OCCOC(=O)C(=C)C)C=CC(=C1)C(=O)OC1=CC=C(C=C1)\C=C\C(=O)OC 1-[2-[2-methoxy-4-[4-[(E)-2-methoxycarbonyl-vinyl]-phenoxycarbonyl]-phenoxy]-ethoxycarbonyl]-1-methyl-ethylene